CC1=CC(=NC=C1)C(=O)N 4-methylpyridinecarboxamide